FC1=CC=C(C=2N=C(SC21)N)C2=C(C=C1C(=NC(=NC1=C2F)OC[C@]21CCCN1C[C@@H](C2)F)N2[C@H](CCC2)C)C(F)(F)F 7-fluoro-4-(8-fluoro-2-(((2R,7aS)-2-fluorotetrahydro-1H-pyrrolizin-7a(5H)-yl)methoxy)-4-((S)-2-methylpyrrolidin-1-yl)-6-(trifluoromethyl)quinazolin-7-yl)benzo[d]thiazol-2-amine